(S)-4-(1-amino-2-hydroxyethyl)phenol N[C@H](CO)C1=CC=C(C=C1)O